C(C)OC(=O)C=1C(C=C2N(C(CC3=CC(=C(C=C23)OC)C=2C=NC(=NC2)NC2CCC2)C(C)(C)C)C1)=O 6-tert-butyl-9-[2-(cyclobutylamino)pyrimidin-5-yl]-10-methoxy-2-oxo-6,7-dihydro-2H-pyrido[2,1-a]isoquinoline-3-carboxylic acid ethyl ester